C4-bromo-α-methylbenzylamine BrC1=CC=C(C(C)N)C=C1